FC1=CC=C(C=C1)[C@@](C)(O)C=1C=NC(=NC1)C=1CCN(CC1)C1=NC=NN2C1=CC(=C2)C=2C=NN(C2)C (R)-1-(4-fluorophenyl)-1-(2-(1-(6-(1-methyl-1H-pyrazol-4-yl)pyrrolo[2,1-f][1,2,4]triazin-4-yl)-1,2,3,6-tetrahydropyridin-4-yl)pyrimidin-5-yl)ethan-1-ol